BrC1=CC=C(C=N1)C(C(F)(F)F)O 1-(6-bromo-3-pyridyl)-2,2,2-trifluoro-ethanol